C(#N)C=1C=C(C=CC1OC1CCOCC1)C1=NC(=NC=C1)NC1=CC=C(C=C1)CNC(C)=O N-[[4-[[4-[3-cyano-4-(oxan-4-yloxy)phenyl]pyrimidin-2-yl]amino]phenyl]methyl]acetamide